ClC=1N=C(C2=C(N1)N(C=C2Cl)COCC[Si](C)(C)C)NCCCO 3-((2,5-dichloro-7-((2-(trimethylsilyl)ethoxy)methyl)-7H-pyrrolo[2,3-d]pyrimidine-4-yl)amino)propan-1-ol